(S)-acetoin O[C@H](C(C)=O)C